C(CC=C)SC1=CC=C(C=C1)C(C)=NNC(N)=N 2-(1-(4-(But-3-en-1-ylthio)phenyl)ethylidene)hydrazine-1-carboximidamide